(R)-N-(7-(4-chlorophenyl)-2-cyanoisoindolin-5-yl)-1-methylpiperidine-3-carboxamide ClC1=CC=C(C=C1)C=1C=C(C=C2CN(CC12)C#N)NC(=O)[C@H]1CN(CCC1)C